FC=1C(=NC(=C(C1)F)N[C@H]1CNCC[C@@H]1F)C1=CN=C2N1N=C(C(=C2)OC)C(C(F)(F)F)(C)O 2-(3-(3,5-difluoro-6-(((3S,4S)-4-fluoropiperidin-3-yl)amino)pyridin-2-yl)-7-methoxyimidazo[1,2-b]pyridazin-6-yl)-1,1,1-trifluoropropan-2-ol